[Si](C)(C)(C(C)(C)C)OCCN1N=C(C(=C1)NC=O)OC1COCC1 N-[1-[2-[tert-butyl(dimethyl)silyl]oxyethyl]-3-tetrahydrofuran-3-yloxy-pyrazol-4-yl]formamide